C1(CCC1)C1=CC=C(C=C1)C1=NC=2CCN(CC3C2N1CCN3)C(C=C)=O 1-(2-(4-cyclobutylphenyl)-4,5,5a,6,8,9-hexahydro-1,2a,5,7-tetraazabenzo[cd]azulen-7(3H)-yl)prop-2-en-1-one